2-(2,2,2-trifluoroethyl)benzoic acid FC(CC1=C(C(=O)O)C=CC=C1)(F)F